water nickel [Ni].O